1-(Bis(4-fluorophenyl)methyl)-4-(6-cyano-1-methyl-2-oxo-1,2-dihydro-1,5-naphthyridin-4-yl)piperazine-2-carboxylic acid FC1=CC=C(C=C1)C(N1C(CN(CC1)C1=CC(N(C2=CC=C(N=C12)C#N)C)=O)C(=O)O)C1=CC=C(C=C1)F